4-((R)-4-Acryloyl-3-methylpiperazin-1-yl)-7-(2-amino-7-fluorobenzo[d]thiazol-4-yl)-6-chloro-2-(1-(2-(Dimethylamino)ethyl)-1H-pyrazol-5-yl)-8-fluoroquinoline-3-carbonitrile C(C=C)(=O)N1[C@@H](CN(CC1)C1=C(C(=NC2=C(C(=C(C=C12)Cl)C1=CC=C(C2=C1N=C(S2)N)F)F)C2=CC=NN2CCN(C)C)C#N)C